tert-butyl (S)-4-(((S)-1-(benzyloxy)-1-oxopropan-2-yl)amino)-2-(((benzyloxy)carbonyl)amino)butanoate C(C1=CC=CC=C1)OC([C@H](C)NCC[C@@H](C(=O)OC(C)(C)C)NC(=O)OCC1=CC=CC=C1)=O